(2R,4R)-benzyl 2-(5-((+)-1-amino-3-cyclopropyl-1-(pyridin-4-yl)propyl)-2-fluorophenylcarbamoyl)-4-ethoxypyrrolidine-1-carboxylate NC(CCC1CC1)(C1=CC=NC=C1)C=1C=CC(=C(C1)NC(=O)[C@@H]1N(C[C@@H](C1)OCC)C(=O)OCC1=CC=CC=C1)F